SCC(=O)Cl mercaptoacetyl chloride